OCC#CC=1C=C2CN(C(C2=CC1)=O)C1C(NC(CC1)=O)=O 3-(5-(3-hydroxyprop-1-yn-1-yl)-1-oxoisoindolin-2-yl)piperidine-2,6-dione